C1(CC1)C1=NSC(=N1)OC1CCNCC1 4-[(3-cyclopropyl-1,2,4-thiadiazol-5-yl)oxy]piperidin